BrC=1C=C(C(=NC1)C)OC1=CC(=CC=C1)C(F)(F)F 5-bromo-2-methyl-3-[3-(trifluoromethyl)phenoxy]pyridine